FC(CCN1CC(CC1)=CC1=CC=C(C=C1)/C/1=C(\CCCC2=C1C=CC(=C2)C(=O)O)/C2=C(C=C(C=C2)F)C(F)(F)F)F (Z)-9-(4-((1-(3,3-difluoropropyl)pyrrolidin-3-ylidene)methyl)phenyl)-8-(4-fluoro-2-(trifluoromethyl)phenyl)-6,7-dihydro-5H-benzo[7]annulene-3-carboxylic acid